4-(2-{[(2R,7aS)-2-fluoro-hexahydropyrrolizin-7a-yl]methoxy}-5-(azetidin-1-yl)-8-fluoropyrido[4,3-d]pyrimidin-7-yl)-5-ethynyl-6-fluoronaphthalen-2-ol F[C@@H]1C[C@@]2(CCCN2C1)COC=1N=CC2=C(N1)C(=C(N=C2N2CCC2)C2=CC(=CC1=CC=C(C(=C21)C#C)F)O)F